O=C[C@H](O)[C@@H](O)[C@H](O)[C@H](O)CO.[Na] NATRIUM GLUCOSE